BrC=1C=C2C(C(NC2=CC1)=O)(CC)C(C)C 5-bromo-3-isopropyl-3-ethyl-1H-indol-2-one